7-Hydroxy-2-tetralone OC1=CC=C2CCC(CC2=C1)=O